(6-bromo-naphthalen-2-yl)-(4-methoxyphenyl)methanone dimethyl acetal COC(C1=CC=C(C=C1)OC)(C1=CC2=CC=C(C=C2C=C1)Br)OC